3-[(5-fluoro-1,4,5,6-tetrahydropyrimidin-2-yl)amino]Benzoic acid FC1CN=C(NC1)NC=1C=C(C(=O)O)C=CC1